Cl.Cl.BrC=1C=C2C(=CN(C2=CC1)C\C=C\[C@H]1NCCC[C@@H]1O)C(=O)O 5-bromo-1-((E)-3-((2R,3S)-3-hydroxypiperidin-2-yl)allyl)-1H-indole-3-carboxylic acid dihydrochloride